4-(3-(3-(4-methoxybenzyl)-2,4-dioxotetrahydropyrimidin-1(2H)-yl)imidazo[1,2-a]pyridin-7-yl)-3,6-dihydropyridine-1(2H)-carboxylic acid tert-butyl ester C(C)(C)(C)OC(=O)N1CCC(=CC1)C1=CC=2N(C=C1)C(=CN2)N2C(N(C(CC2)=O)CC2=CC=C(C=C2)OC)=O